1-(5-chloro-4-(trifluoromethyl)pyridin-3-yl)-2'-(2-ethoxypyridin-3-yl)-6',7'-dihydro-8'H-spiro[piperidine-4,5'-[1,7]naphthyridin]-8'-one ClC=1C(=C(C=NC1)N1CCC2(C=3C=CC(=NC3C(NC2)=O)C=2C(=NC=CC2)OCC)CC1)C(F)(F)F